Cl[Si](CCCOC(C(=C)C)=O)(C)Cl.C=C(CCN1N(CCCCC1)CCC(C=C)=C)C=C bis(3-methylenepent-4-enyl)diazepane 3-[dichloro(methyl)silyl]propyl-methacrylate